4-[2-[7-bromo-6-fluoro-1-(2-hydroxy-2-methyl-propyl)benzotriazol-5-yl]-5-(hydroxymethyl)phenyl]-2-fluoro-benzonitrile BrC1=C(C(=CC2=C1N(N=N2)CC(C)(C)O)C2=C(C=C(C=C2)CO)C2=CC(=C(C#N)C=C2)F)F